CN1N=NC=2N(C1=O)C=NC2C(=O)N2CCCC2 3-Methyl-8-(pyrrolidine-1-carbonyl)imidazo[5,1-d][1,2,3,5]tetrazin-4(3H)-one